4-[[(4S)-3-[2-[[(1S)-1-(2,2-difluoro-1,3-benzodioxol-5-yl)ethyl]amino]-4-pyridyl]-1-isopropyl-4,5,6,7-tetrahydroindazol-4-yl]oxy]benzoic acid FC1(OC2=C(O1)C=CC(=C2)[C@H](C)NC2=NC=CC(=C2)C2=NN(C=1CCC[C@@H](C21)OC2=CC=C(C(=O)O)C=C2)C(C)C)F